ClC1=C(C=CC=C1OC)C(=O)N1C[C@H]2CO[C@@H](CN2CC1)C1=NC=C(C(=C1)Br)Cl (2-Chloro-3-methoxyphenyl)-[(3S,9aS)-3-[5-chloro-4-bromo-2-pyridyl]-3,4,6,7,9,9a-hexahydro-1H-pyrazino[2,1-c][1,4]oxazin-8-yl]methanon